CC1(NC(CC(C1)C)(C)C)C 2,2,6,6-tetramethyl-4-methyl-piperidine